BrC=1C=C(C(=NC1)N1CC(C1)N(C)C)NS(=O)(=O)C1=C(C=CC=C1)F N-(5-Bromo-2-(3-(dimethylamino)azetidin-1-yl)pyridin-3-yl)-2-fluorobenzenesulfonamide